N-(1-methyl-3-(pyridin-2-yl)-1H-pyrazol-4-yl)-5'-(pyrrolidin-1-yl)-[2,3'-bipyridine]-6-carboxamide CN1N=C(C(=C1)NC(=O)C1=CC=CC(=N1)C=1C=NC=C(C1)N1CCCC1)C1=NC=CC=C1